(S)-2-(benzo[d]thiazol-2-ylamino)-4-((2-methoxyethyl)(4-(5,6,7,8-tetrahydro-1,8-naphthyridin-2-yl)butyl)amino)butanoic acid S1C(=NC2=C1C=CC=C2)N[C@H](C(=O)O)CCN(CCCCC2=NC=1NCCCC1C=C2)CCOC